C(C)C1CNC=2C=CC=C3C=C(N1C32)C3=NN2C(C(=CC(=C2)C=O)F)=C3C [2-(11-ethyl-1,9-diazatricyclo[6.3.1.04,12]dodeca-2,4,6,8(12)-tetraen-2-yl)-4-fluoro-3-methyl-pyrazolo[1,5-a]pyridin-6-yl]methanone